(6-amino-5-methyl-3-pyridyl)-2-[(2R,5S)-5-methyl-2-[4-(2,2,2-trifluoroethylamino)phenyl]-1-piperidyl]-2-oxo-acetamide NC1=C(C=C(C=N1)NC(C(=O)N1[C@H](CC[C@@H](C1)C)C1=CC=C(C=C1)NCC(F)(F)F)=O)C